S1C2=C(C=C1)C=CC1=CC3=C(C=CC4=C3SC=C4)C=C12 anthra[1,2-b:5,6-b']dithiophene